ammonium acetate, magnesium salt [Mg].C(C)(=O)[O-].[NH4+]